Tert-butyl 4-(4-(3-(3-acrylamido-4-methylphenyl)-4-chloro-1H-pyrrolo[2,3-b]pyridin-2-yl)phenyl)piperazine-1-carboxylate C(C=C)(=O)NC=1C=C(C=CC1C)C1=C(NC2=NC=CC(=C21)Cl)C2=CC=C(C=C2)N2CCN(CC2)C(=O)OC(C)(C)C